FC1=CC=C(C=C1)NC1C[C@@H]2[C@@H](CN(C2)C(=O)OC(C)(C)C)C1 Tert-butyl (3aR,6aS)-5-((4-fluorophenyl)amino)hexahydrocyclopenta[c]pyrrole-2(1H)-carboxylate